NC1=C2N=CN(C2=NC=N1)C[C@@H](C)OCP(OCCSCCCCCCCCCCCCCC1=CC=CC=C1)(O)=O 2-((13-phenyltridecyl)thio)ethyl hydrogen ((((R)-1-(6-amino-9H-purin-9-yl)propan-2-yl)oxy)methyl)phosphonate